NC1=C(C2=CN(N=C2C=C1Cl)C)C#CCCCNC(OC(C)(C)C)=O tert-Butyl (5-(5-amino-6-chloro-2-methyl-2H-indazol-4-yl)pent-4-yn-1-yl)-carbamate